1-(cyclohexylmethyl)-N-(1-methylcyclopropyl)-2,4-dioxo-1,2,3,4-tetrahydroquinazoline-6-sulfonamide C1(CCCCC1)CN1C(NC(C2=CC(=CC=C12)S(=O)(=O)NC1(CC1)C)=O)=O